(2S)-6-(1-amino-3,6,9,12,15,18,21,24-octaoxaheptacosan-27-amido)-2-{[(tert-butoxy)carbonyl]amino}hexanoic acid NCCOCCOCCOCCOCCOCCOCCOCCOCCC(=O)NCCCC[C@@H](C(=O)O)NC(=O)OC(C)(C)C